Ethyl 4-methyl-valerate CC(CCC(=O)OCC)C